4-(4-(3-(2-chlorophenyl)ureido)-1H-pyrazol-1-yl)-N-(1-methylpiperidin-4-yl)thiophene-2-carboxamide ClC1=C(C=CC=C1)NC(NC=1C=NN(C1)C=1C=C(SC1)C(=O)NC1CCN(CC1)C)=O